5-(trifluoromethylsulfonyloxy)-2-(N-propylamino)indan FC(S(=O)(=O)OC=1C=C2CC(CC2=CC1)NCCC)(F)F